tert-butyl 3-(1-(5-bromo-3-fluoropyridin-2-yl)-1H-imidazol-4-yl)morpholine-4-carboxylate BrC=1C=C(C(=NC1)N1C=NC(=C1)C1N(CCOC1)C(=O)OC(C)(C)C)F